FC(C=1C=C(C=C(C1)C(F)(F)F)C1=NN(C=N1)\C=C/C(=O)NNC1=NC=CN=C1)(F)F (2Z)-3-{3-[3,5-Bis(trifluoromethyl)phenyl]-1,2,4-triazol-1-yl}-N'-pyrazin-2-ylprop-2-enehydrazide